S(=O)(=O)(ON1C(C=2C(C1=O)=CC=CC2)=O)C2=CC=C(C)C=C2 phthalimido tosylate